6-(4-chlorophenoxy)-6-ethynylspiro[2.5]octane ClC1=CC=C(OC2(CCC3(CC3)CC2)C#C)C=C1